N4,6-dimethyl-N2-[7-(1-methylazepan-4-yl)-2,3-dihydrobenzofuran-5-yl]pyrimidine-2,4-diamine CNC1=NC(=NC(=C1)C)NC=1C=C(C2=C(CCO2)C1)C1CCN(CCC1)C